4-(aminomethyl)-N-(4-(4-propylpiperidin-1-yl)phenyl)aniline NCC1=CC=C(NC2=CC=C(C=C2)N2CCC(CC2)CCC)C=C1